C(C)(=O)N1C2=CC=C(C=C2OC=2C=C(C=CC12)C(C)C)C(C)C 10-Acetyl-3,7-diisopropylphenoxazine